7-bromo-4-chlorobenzo[d]oxazole-2-thiol BrC1=CC=C(C=2N=C(OC21)S)Cl